3-[5-(1,3-benzothiazol-7-ylmethoxy)-2-fluoro-4-methoxyphenyl]-2,4-dioxo-1H-thieno[3,4-d]pyrimidine-5-carboxylic acid S1C=NC2=C1C(=CC=C2)COC=2C(=CC(=C(C2)N2C(NC=1C(C2=O)=C(SC1)C(=O)O)=O)F)OC